NC(C(=O)O)C(C1=CC=C(C=C1)F)C1=CC=C(C=C1)F 2-Amino-3,3-bis(4-fluorophenyl)propanoic acid